8-[2-(2-pentyl-cyclopropylmethyl)-cyclopropyl]-octanoic acid C(CCCC)C1C(C1)CC1C(C1)CCCCCCCC(=O)O